4-cyclohexanedimethanol 1,4-cyclohexanedicarboxylate C1(CCC(CC1)C(=O)O)C(=O)O.C1(CCC(CC1)CO)CO